(S)-quinuclidin-3-yl((R)-2,2-dimethyl-6-(4-propoxyphenyl)-1,2,3,4-tetrahydronaphthalen-1-yl)carbamate N12C[C@H](C(CC1)CC2)OC(N[C@@H]2C(CCC1=CC(=CC=C21)C2=CC=C(C=C2)OCCC)(C)C)=O